benzyl-potassium ethoxide [O-]CC.C(C1=CC=CC=C1)[K]